FC(S(=O)(=O)OC1=C(C(=C(C=C1)C1=NC(=CC=C1NC(C)C=1C=C(C=C2C(C(=C(OC12)C(C)C)C)=O)C)Cl)C([2H])([2H])[2H])C=O)(F)F [4-[6-chloro-3-[1-(2-isopropyl-3,6-dimethyl-4-oxo-chromen-8-yl)ethylamino]-2-pyridyl]-2-formyl-3-(trideuteriomethyl)phenyl] trifluoromethanesulfonate